carbon tetraiodide C(I)(I)(I)I